BrC1=C(C=CC=C1)C1=CC=C(C=C1)C(F)(F)F 2-bromo-4'-(trifluoromethyl)-1,1'-biphenyl